Cl.COC(=O)C=1N(C(C2=C(N=CC=C2C1C1=CC(=C(C(=C1)OC)OC)OC)OCC1=NC=CC=N1)=O)CC1=CC(=NC=C1)C 1,2-Dihydro-2-[(2-methyl-4-pyridinyl)methyl]-1-oxo-8-(2-pyrimidinylmethoxy)-4-(3,4,5-trimethoxyphenyl)-2,7-naphthyridine-3-carboxylic acid methyl ester hydrochloride